4,6-dibenzoyl-2-(3-triethoxysilylpropyl)resorcinol tert-Butyl-3-chloro-3-(naphthalen-1-yl)azetidine-1-carboxylate C(C)(C)(C)C1N(CC1(C1=CC=CC2=CC=CC=C12)Cl)C(=O)OC1=C(C(O)=C(C=C1C(C1=CC=CC=C1)=O)C(C1=CC=CC=C1)=O)CCC[Si](OCC)(OCC)OCC